N1(CCC[C@H]2CCCC[C@H]12)C([C@@H](CN)N(CC1=C(C=C(C=C1)OC)OC)C1CC1)=O (2R)-1-[(4aR,8aS)-decahydroquinolin-1-yl]-3-amino-2-{cyclopropyl[(2,4-dimethoxyphenyl)methyl]amino}propan-1-one